CC(=O)[C@H]([C@@H](COP(=O)(O)O)O)O 1-Deoxy-5-O-phosphonopent-2-ulose